ClC1=C(CNC(=O)[C@@]2(C=3C=CC=NC3[C@@](CC2)(CO)O)F)C=CC(=C1)Cl (5R,8S)-N-(2,4-dichlorobenzyl)-5-fluoro-8-hydroxy-8-(hydroxymethyl)-5,6,7,8-tetrahydroquinoline-5-carboxamide